4-([1,1'-biphenyl]-3-yl)-6-(5-chloropyridin-2-yl)-2-phenylpyrimidine C1(=CC(=CC=C1)C1=NC(=NC(=C1)C1=NC=C(C=C1)Cl)C1=CC=CC=C1)C1=CC=CC=C1